C(CCC)C(C(C)N)N butylpropane-1,2-diamine